O1COC2=C1C=CC(=C2)C(=O)N2CCC(CC2)CCCCNC(=O)C2=CC=1C(=CN=CC1)S2 N-(4-{1-[(2H-1,3-benzodioxol-5-yl)carbonyl]piperidin-4-yl}butyl)thieno[2,3-c]pyridine-2-carboxamide